FC1=C(C=CC=C1)C=1C(CC=CC1)(C1=CC=CC=C1)S fluoroterphenyl-2'-thiol